(3R,7aR)-3-(methoxymethyl)-7a-((trityloxy)methyl)hexahydro-1H-pyrrolizine COC[C@H]1CC[C@]2(CCCN12)COC(C1=CC=CC=C1)(C1=CC=CC=C1)C1=CC=CC=C1